N-Hydroxy-3,5-dimethyl-1,2-oxazole ON1OC(=CC1C)C